disilaundecane CCCCCCCCC[Si][Si]